C[C@@H]1O[C@@H](CN(C1)C1=CC=CC(=N1)C1CC(C1)C1=CC(=NC=C1)C#N)C 4-(3-(6-((2S,6R)-2,6-dimethylmorpholino)pyridin-2-yl)cyclobutyl)pyridinecarbonitrile